[W].[Fe].[Co] cobalt-iron-tungsten